8-(2,4-Difluorophenyl)-9-(3-fluoro-4-((1-(3-fluoropropyl)azetidin-3-yliden)methyl)phenyl)-6,7-dihydro-5H-benzo[7]annulen FC1=C(C=CC(=C1)F)C=1CCCC2=C(C1C1=CC(=C(C=C1)C=C1CN(C1)CCCF)F)C=CC=C2